3-(3,3-dimethyl-1,5-dioxaspiro[5.5]undecane-2-yl)-1-phenylbutan-1-one CC1(C(OC2(OC1)CCCCC2)C(CC(=O)C2=CC=CC=C2)C)C